N2-(6-(2,6-dimethylmorpholino)-2-methylpyridin-3-yl)spiro[3.3]heptane-2,6-diamine CC1OC(CN(C1)C1=CC=C(C(=N1)C)NC1CC2(C1)CC(C2)N)C